FC(C1=C(CS(=O)(=O)N)C=CC=C1)(F)F o-trifluoromethyl-benzylsulfonamide